CCCCCCCCOS(=O)(=O)[O-].[Na+] sodium N-octyl sulfate